(+/-)-1-(oxetan-3-yl)ethanamine hydrochloride Cl.O1CC(C1)[C@@H](C)N |r|